FC1=C(C=C(C[C@]2(C[C@H](CC2)NC([O-])=O)C(N(C)OC)=O)C=C1)C1=NC=C(C=N1)F ((1S,3R)-3-(4-fluoro-3-(5-fluoropyrimidin-2-yl)benzyl)-3-(methoxy(methyl)carbamoyl)cyclopentyl)carbamate